(S)-2-(4-(6-((5-(1,1-difluoroethyl)thiazol-2-yl)methoxy)-5-fluoropyridin-2-yl)-2,3,6-trifluorobenzyl)-4-fluoro-1-(oxetan-2-ylmethyl)-1H-benzo[d]imidazole-6-carboxylic acid FC(C)(F)C1=CN=C(S1)COC1=C(C=CC(=N1)C1=C(C(=C(CC2=NC3=C(N2C[C@H]2OCC2)C=C(C=C3F)C(=O)O)C(=C1)F)F)F)F